C(C)OC(=O)C=1C=NC2=CC(=CC=C2C1NCC1=C(C=C(C=C1F)Br)F)OC 4-((4-bromo-2,6-difluorobenzyl)amino)-7-methoxyquinoline-3-carboxylic acid ethyl ester